2-(4-(aminofluoromethyl)phenyl)-N-(3-(diethylamino)propyl)benzo[d]imidazo[2,1-b]thiazole-7-carboxamide NC(C1=CC=C(C=C1)C=1N=C2SC3=C(N2C1)C=CC(=C3)C(=O)NCCCN(CC)CC)F